CC=1C(=C(SC1C)C(=O)OC)N(C(C)=O)CC1CCN(CC1)C methyl 4,5-dimethyl-3-(N-((1-methylpiperidin-4-yl)methyl)acetamido)thiophene-2-carboxylate